N1C(=NCC1)CN1C(C2=CC=CC=C2C2(CCNCC2)C1=O)C1CCC(CC1)C(C)C 2-((4,5-dihydro-1H-imidazol-2-yl)methyl)-1-((1s,4s)-4-isopropylcyclohexyl)-1,2-dihydro-3H-spiro[isoquinoline-4,4-piperidin]-3-one